1,3-diaza-1,3-butadiene N=CN=C